4-Hydroxy-piperidine-4-carboxylic acid, hydrochloride salt Cl.OC1(CCNCC1)C(=O)O